bromopropyl-dipropoxysilane BrCCC[SiH](OCCC)OCCC